ClC1=NNC=C1COC=1C=C2C=CN=C(C2=CC1)NC=1C=NC(=CC1)Cl 6-((3-chloro-1H-pyrazol-4-yl)methoxy)-N-(6-chloropyridin-3-yl)isoquinolin-1-amine